17-(1-hydroxylcyclopropylmethyl)-4,5α-epoxy-3,14β-dihydroxy-6β-((1S,2S)-N-methyl-2-(3-furyl)-cyclopropanecarboxamido)morphinan OC1(CC1)CN1[C@H]2[C@@]3(CC[C@H]([C@H]4[C@@]3(C=3C(=C(C=CC3C2)O)O4)CC1)N(C(=O)[C@@H]1[C@H](C1)C1=COC=C1)C)O